4-methyl-2-[4-(4-sulfamoyl-benzylamino)-6-methylpyrimidin-2-ylamino]thiazole-5-carboxylic acid ethyl ester C(C)OC(=O)C1=C(N=C(S1)NC1=NC(=CC(=N1)NCC1=CC=C(C=C1)S(N)(=O)=O)C)C